4,7-Difluoro-2,3-dihydro-1-benzofuran-3-ol FC1=CC=C(C2=C1C(CO2)O)F